tert-Butyl (cyclobutylmethyl)((6-((7,8-dihydro-6H-9-oxa-2,2a,5,6-tetraazabenzo[cd]azulene-4-carboxamido)methyl)-1H-indol-2-yl)methyl)carbamate C1(CCC1)CN(C(OC(C)(C)C)=O)CC=1NC2=CC(=CC=C2C1)CNC(=O)C=1N=C2C=3N(N=CC3OCCN2)C1